C1=CC=CC=2C3=CC=CC=C3C(C12)COC(=O)N[C@H](C(=O)O)CC1=NC=C(C=C1)C#N (S)-2-((((9H-fluoren-9-yl)methoxy)carbonyl)amino)-3-(5-cyanopyridin-2-yl)propanoic acid